9-(1-((6-chloro-2-(1-methyl-1H-1,2,4-triazol-3-yl)pyridin-3-yl)amino)ethyl)-3-(1-((R)-2-hydroxypropyl)azetidin-3-yl)-4,7-dimethyl-3,4-dihydro-5H-pyrazolo[3,4-c]isoquinolin-5-one ClC1=CC=C(C(=N1)C1=NN(C=N1)C)NC(C)C=1C=2C3=C(N(C(C2C=C(C1)C)=O)C)N(N=C3)C3CN(C3)C[C@@H](C)O